3-[(2r,4r,5r)-5-[[bis(4-methoxyphenyl)-phenyl-methoxy]methyl]-4-hydroxy-tetrahydrofuran-2-yl]-5-bromo-1H-pyrimidine-2,4-dione COC1=CC=C(C=C1)C(OC[C@@H]1[C@@H](C[C@@H](O1)N1C(NC=C(C1=O)Br)=O)O)(C1=CC=CC=C1)C1=CC=C(C=C1)OC